1-((2-Hydroxynaphthalen-1-yl)methyl)-3-methylnaphthalen-2-ol OC1=C(C2=CC=CC=C2C=C1)CC1=C(C(=CC2=CC=CC=C12)C)O